2-chloro-4-[[(3,4-dimethylpyrimido[4',5':4,5]thieno[2,3-c]pyridazin-8-yl)amino]methyl]-N-(2-methoxyethyl)benzamide ClC1=C(C(=O)NCCOC)C=CC(=C1)CNC1=NC=NC2=C1SC=1N=NC(=C(C12)C)C